(2S)-2-[4-[[(1R,2S)-2-hydroxycyclopentyl]methyl]phenyl]propanoic acid O[C@@H]1[C@H](CCC1)CC1=CC=C(C=C1)[C@@H](C(=O)O)C